Tricyclo[5.2.1.0(2,6)]decan-4,8-dimethanol C12C3CC(CC3C(C(C1)CO)C2)CO